N-(2-Methoxyphenyl)-N1-(3-methoxyphenyl)-6-morpholin-4-yl-[1,3,5]triazine-2,4-diamine hydrochloride Cl.COC1=C(C=CC=C1)NC1N(C(=NC(=N1)N)N1CCOCC1)C1=CC(=CC=C1)OC